2-{bis(biphenyl-4-yl)amino}-4''-{(naphthalen-1-yl)-phenylamino}-1,1':4',1''-terphenyl C1(=CC=C(C=C1)N(C1=C(C=CC=C1)C1=CC=C(C=C1)C1=CC=C(C=C1)N(C1=CC=CC=C1)C1=CC=CC2=CC=CC=C12)C1=CC=C(C=C1)C1=CC=CC=C1)C1=CC=CC=C1